OCCCOC1CCN(CC1)C(=O)OC(C)(C)C tert-butyl [4-(3-hydroxypropoxy)piperidin-1-yl]formate